3-(6,8-di-tert-butyl-2H-benzopyran-3-yl)-5-(2-methylamino-5-nitrophenyl)-1,2,4-oxadiazole C(C)(C)(C)C=1C=C(C2=C(C=C(CO2)C2=NOC(=N2)C2=C(C=CC(=C2)[N+](=O)[O-])NC)C1)C(C)(C)C